C(C1=CC=CC=C1)OCCC1CC2(C1)CCN(CC2)C=2C=C1CN(C(C1=CC2)=O)C2C(NC(CC2)=O)=O 3-(5-(2-(2-(benzyloxy)ethyl)-7-azaspiro[3.5]nonan-7-yl)-1-oxoisoindolin-2-yl)piperidine-2,6-dione